COC(=O)C1=NC(=C(N=C1NC=1C=NC(=C(C1)C)N1[C@H](COCC1)C)NC)C=1C2=C(C=NC1)N(C=N2)C.C=C2C(C(=C1C=CC=CC1=C2)S(=O)(=O)[O-])S(=O)(=O)[O-].[Na+].[Na+] sodium methylenenaphthalenedisulfonate methyl-5-(methylamino)-6-(3-methylimidazo[4,5-c]pyridin-7-yl)-3-[[5-methyl-6-[(3S)-3-methylmorpholin-4-yl]-3-pyridyl]amino]pyrazine-2-carboxylate